C(CCC)NC(CCSC(C)C1=CC=CC=C1)=O N-butyl-3-((1-phenylethyl)thio)propanamide